N-(2-hydroxyethyl)palmitoamide OCCNC(CCCCCCCCCCCCCCC)=O